1-(4-(5,7-di-tert-butyl-benzooxazol-2-yl)phenyl)-3-styryl-5-phenyl-pyrazoline C(C)(C)(C)C=1C=C(C2=C(N=C(O2)C2=CC=C(C=C2)N2NC(=CC2C2=CC=CC=C2)C=CC2=CC=CC=C2)C1)C(C)(C)C